C(CCC)OC(=O)NS(=O)(=O)C=1SC(=CC1C1=CC=C(C=C1)CN1C=NC=C1)CC(C)C N-Butyloxycarbonyl-3-(4-Imidazol-1-ylmethylphenyl)-5-Isobutylthiophen-2-Sulfonamid